C(C(C)C)OC([C@H](C)NP(=O)(OC1=CC=CC=C1)CC1=CC=C2C=CC(=CC2=C1)C(=O)O)=O 7-(((((S)-1-isobutoxy-1-oxopropan-2-yl)amino)(phenoxy)phosphoryl)methyl)-2-naphthoic acid